(2R)-2-({2-[4-(2-hydroxyethoxy)pyridin-2-yl]-5H,6H,7H-cyclopenta[d]pyrimidin-4-yl}(methyl)amino)-N-(6-methylpyridin-3-yl)propanamide OCCOC1=CC(=NC=C1)C=1N=C(C2=C(N1)CCC2)N([C@@H](C(=O)NC=2C=NC(=CC2)C)C)C